2,4-pentanedithiol CC(CC(C)S)S